C(N)(=O)C1=C(C=C(C=C1)C=1N=CC=2N(C1)N=CC2C(=O)NC=2C(=NC=C(C2)NC(CN2C(CCC2)(C)C)=O)C)F 6-(4-carbamoyl-3-fluorophenyl)-N-(5-(2-(2,2-dimethylpyrrolidin-1-yl)acetamido)-2-methylpyridin-3-yl)pyrazolo[1,5-a]pyrazine-3-carboxamide